perfluorononanate FC(C(=O)[O-])(C(C(C(C(C(C(C(F)(F)F)(F)F)(F)F)(F)F)(F)F)(F)F)(F)F)F